3-[methyl(2,2,6,6-tetramethylpiperidin-4-yl)amino]-1,2,4-triazin CN(C=1N=NC=CN1)C1CC(NC(C1)(C)C)(C)C